(E)-2-(trifluoromethoxy)benzaldehyde oxime FC(OC1=C(/C=N/O)C=CC=C1)(F)F